N1(CCC1)C(=O)C1=CC=CC=C1 (azetidin-1-yl)(phenyl)methanone